(Rac)-(4-amino-1-methyl-1H-pyrazolo[4,3-c][1,7]naphthyridin-8-yl)((1R,5S)-7-(trifluoromethyl)-1,3,4,5-tetrahydro-2H-1,5-methanobenzo[c]azepin-2-yl)methanone NC1=NC=2C=NC(=CC2C2=C1C=NN2C)C(=O)N2[C@H]1C3=C([C@@H](CC2)C1)C=C(C=C3)C(F)(F)F |r|